C(C)(SC=1C=C2C(=CC=NC2=CC1)OC1=CC(=C(C=C1)CC(=O)NC=1C=NN(C1)C(C)(C)C)F)=O S-(4-(4-(2-((1-(tert-butyl)-1H-pyrazol-4-yl)amino)-2-oxoethyl)-3-fluorophenoxy)quinolin-6-yl) ethanethioate